Isopropyl 4-(1-(5-(4-(methylsulfonyl) phenyl) thiazolo[5,4-b]pyridin-2-yloxy)ethyl)piperidine-1-carboxylate CS(=O)(=O)C1=CC=C(C=C1)C1=CC=C2C(=N1)SC(=N2)OC(C)C2CCN(CC2)C(=O)OC(C)C